C(C)(C)(C)OC(=O)N1CCC(CC1)(C=1C=NC(=CC1)OC)C(N)=O 4-Carbamoyl-4-(6-methoxypyridin-3-yl)piperidine-1-carboxylic acid tert-butyl ester